4-(3-amino-4-chloro-1H-indazol-5-yl)-3-chloro-N-(3-hydroxy-3-(trifluoromethyl)cyclobutyl)benzenesulfonamide NC1=NNC2=CC=C(C(=C12)Cl)C1=C(C=C(C=C1)S(=O)(=O)NC1CC(C1)(C(F)(F)F)O)Cl